C(C)(C)(C)OC(=O)NCC1=CC=C(C=C1)NC(=O)C1=CC2=C(OCCC3=C2SC=C3)C=C1C=1C(=NC(=CC1)C(NC1CCCCCCC1)=O)C(=O)OC methyl 3-(9-((4-(((tert-butoxycarbonyl)amino)methyl)phenyl)carbamoyl)-4,5-dihydrobenzo[b]thieno[2,3-d]oxepin-8-yl)-6-(cyclooctylcarbamoyl)picolinate